C1(CC1)C=1C=CC=C2N=CC(=NC12)C=1C=NN(C1)CCCCCCNC(OC(C)(C)C)=O tert-butyl (6-(4-(8-cyclopropylquinoxalin-2-yl)-1H-pyrazol-1-yl)hexyl)carbamate